3-chloro-4-[(3,5-difluoropyridin-2-yl)methoxy]-3'-fluoro-2'-{2-[2-hydroxy(1,1,1,3,3,3-2H6)propan-2-yl]pyrimidin-4-yl}-5',6-dimethyl-[1,4'-bipyridin]-2-one ClC=1C(N(C(=CC1OCC1=NC=C(C=C1F)F)C)C1=C(C(=NC=C1C)C1=NC(=NC=C1)C(C([2H])([2H])[2H])(C([2H])([2H])[2H])O)F)=O